SCCC Mercaptopropane